N-(6-(5-(1-((5-cyanothiazol-2-yl)amino)-1-oxopropan-2-yl)-2-fluorophenyl)pyridazin-3-yl)acrylamide C(#N)C1=CN=C(S1)NC(C(C)C=1C=CC(=C(C1)C1=CC=C(N=N1)NC(C=C)=O)F)=O